(9S)-9-[4-(3,4-dimethylphenoxy)phenyl]-3,4,6,7,8,9-hexahydropyrido[2,1-c][1,2,4]thiadiazine 2,2-dioxide CC=1C=C(OC2=CC=C(C=C2)[C@@H]2CCCN3C2=NS(CC3)(=O)=O)C=CC1C